α-phenyl-o-toluic acid C1(=CC=CC=C1)CC=1C(=CC=CC1)C(=O)O